C[C@@H]1N(CCN(C1)C1=CC=C(C=C1)[N+](=O)[O-])CC1CCC2(CCN(CC2)C(=O)OC(C)(C)C)CC1 tert-butyl (S)-9-((2-methyl-4-(4-nitrophenyl) piperazin-1-yl) methyl)-3-azaspiro[5.5]undecane-3-carboxylate